5-(N-(4-(3-((7-amino-2-(furan-2-yl)-[1,2,4]triazolo[1,5-a]pyrimidin-5-yl)amino)propyl)-2-fluorophenyl)sulfamoyl)-3-chloro-2-hydroxybenzamide NC1=CC(=NC=2N1N=C(N2)C=2OC=CC2)NCCCC2=CC(=C(C=C2)NS(=O)(=O)C=2C=C(C(=C(C(=O)N)C2)O)Cl)F